4-(2-(isopropylsulfonyl)pyridin-3-yl)pyrimidine-2,4-diamine C(C)(C)S(=O)(=O)C1=NC=CC=C1C1(NC(=NC=C1)N)N